6-bromo-1-(3-methyl-5-(p-tolylthio)phenyl)-1H-indole BrC1=CC=C2C=CN(C2=C1)C1=CC(=CC(=C1)SC1=CC=C(C=C1)C)C